perfluoro-octadecyl-trichlorosilane FC(C(C(C(C(C(C(C(C(C(C(C(C(C(C(C(C(C(F)(F)F)(F)F)(F)F)(F)F)(F)F)(F)F)(F)F)(F)F)(F)F)(F)F)(F)F)(F)F)(F)F)(F)F)(F)F)(F)F)(F)F)([Si](Cl)(Cl)Cl)F